8-((2s,5r)-4-(1-(4-(tert-butoxy)phenyl)ethyl)-2,5-dimethylpiperazin-1-yl)-5-methyl-6-oxo-5,6-dihydro-1,5-naphthyridine-2-carbonitrile C(C)(C)(C)OC1=CC=C(C=C1)C(C)N1C[C@@H](N(C[C@H]1C)C1=CC(N(C=2C=CC(=NC12)C#N)C)=O)C